7,7-dibromonorcarane-2,3-diol BrC1(C2CCC(C(C21)O)O)Br